ethyl 5-(bromomethyl)nicotinate BrCC=1C=NC=C(C(=O)OCC)C1